3-(2,5-dimethylphenyl)-8-methoxy-2-oxo-1,8-diazaspiro[4.5]dec-3-en-4-ylethylformate CC1=C(C=C(C=C1)C)C=1C(NC2(C1CCC(=O)[O-])CCN(CC2)OC)=O